4-(4-(3-(6-METHOXYPYRIDIN-3-YL)-1H-PYRROLO[2,3-B]PYRIDIN-5-YL)-1H-PYRAZOL-1-YL)CYCLOHEXAN-1-OL COC1=CC=C(C=N1)C1=CNC2=NC=C(C=C21)C=2C=NN(C2)C2CCC(CC2)O